BrC=1C=C2C=C(C(N(C2=NC1)CC1=CC=C(C=C1)F)=O)C(=O)NC1(CC1)C1=CC=C(C=C1)C#N 6-bromo-N-(1-(4-cyanophenyl)cyclopropyl)-1-(4-fluorobenzyl)-2-oxo-1,2-dihydro-1,8-naphthyridine-3-carboxamide